benzyl (2-butyl-2,3-butadienyl) carbonate C(OCC1=CC=CC=C1)(OCC(=C=C)CCCC)=O